NCCNCCC[SiH2]OC N-beta-aminoethyl-gamma-aminopropylmethoxysilane